FC=1C=C2C=NN(C2=CC1F)C1OCCCC1 5,6-difluoro-1-(oxan-2-yl)indazol